potassium 2-(tetrahydro-2H-pyran-2-yloxy)ethyltrifluoroborate O1C(CCCC1)OCC[B-](F)(F)F.[K+]